4-(4-amino-2-chloro-phenyl)-3-[4-[(1-fluorocyclopropyl)methylcarbamoyl]-3-methoxy-phenyl]-5-methyl-1H-pyrrole-2-carboxamide NC1=CC(=C(C=C1)C=1C(=C(NC1C)C(=O)N)C1=CC(=C(C=C1)C(NCC1(CC1)F)=O)OC)Cl